COC=1C(=NC(=NC1)NC=1C=C2CC(N(C2=CC1)CCOC)=O)OC=1C=C(C=CC1)NC(C=C)=O N-(3-(5-methoxy-2-(1-(2-methoxyethyl)-2-oxoindol-5-ylamino)pyrimidin-4-yloxy)phenyl)acrylamide